benzyl 4-[2-[1-[trans-3-[[bis(tert-butoxycarbonyl) amino] methyl] cyclobutyl]-3-cyclopropyl-pyrazol-4-yl]-5-fluoro-3-pyridyl]-3,6-dihydro-2H-pyridine-1-carboxylate C(C)(C)(C)OC(=O)N(C(=O)OC(C)(C)C)C[C@@H]1C[C@H](C1)N1N=C(C(=C1)C1=NC=C(C=C1C=1CCN(CC1)C(=O)OCC1=CC=CC=C1)F)C1CC1